N'-((1,1,3,3-tetrapropoxydisiloxane-1,3-diyl)bis(propane-3,1-diyl))bis(1,1,1-trimethyl-N-(trimethylsilyl)silanylamine) C(CC)O[Si](O[Si](OCCC)(OCCC)CCCN([Si](C)(C)C)[Si](C)(C)C)(OCCC)CCCN([Si](C)(C)C)[Si](C)(C)C